C(C)N1CCN(CC1)C(C(C)C)C1=C(C=C(C=C1)[N+](=O)[O-])F Ethyl-4-(1-(2-fluoro-4-nitrophenyl)-2-methyl-propyl)piperazine